N1N=CC2=CC=C(C=C12)C1(NC=CC(=N1)NC1CCN(CC1)S(=O)(=O)C)N 2-(1H-indazol-6-yl)-N4-(1-(methylsulfonyl)piperidin-4-yl)pyrimidine-2,4-diamine